7-{5-[(3aR,6aS)-3a,6a-dimethyl-hexahydrocyclopenta[d][1,3,2]dioxaborol-2-yl]-4-methoxy-2-(1H-pyrazol-3-yl)phenyl}cinnolin-4-amine C[C@@]12[C@@](OB(O1)C=1C(=CC(=C(C1)C1=CC=C3C(=CN=NC3=C1)N)C1=NNC=C1)OC)(CCC2)C